(R)-1-((4-chloro-5-fluoro-2-(2-methoxy-7-methylquinoxalin-5-yl) benzo[d]thiazol-6-yl)oxy)propan-2-yl (6-(((tert-butyldimethylsilyl)oxy)methyl)pyridin-3-yl)carbamate [Si](C)(C)(C(C)(C)C)OCC1=CC=C(C=N1)NC(O[C@@H](COC1=CC2=C(N=C(S2)C2=C3N=CC(=NC3=CC(=C2)C)OC)C(=C1F)Cl)C)=O